CCC(CC)NC(=O)C1CN[C@@H]2CC=3C4=C(C2=C1)C=CC=C4NC3 (6aR)-N-(pentan-3-yl)-4,6,6a,7,8,9-hexahydroindolo[4,3-fg]quinoline-9-carboxamide